C1(=CC=CC=C1)P(C1=CC=CC=C1)PC1=CC=CC=C1 diphenylphosphinophenylphosphine